6,17-bis((acryloyloxy)methyl)-4,19-dioxo-5,8,15,18-tetraoxadocosane C(C=C)(=O)OCC(OC(CCC)=O)COCCCCCCOCC(OC(CCC)=O)COC(C=C)=O